C1(CCCCC1)CC(=C(F)F)C1=CC=CC2=C1SC1=C2C=CC=C1 4-(3-cyclohexyl-1,1-difluoroprop-1-en-2-yl)dibenzo[b,d]thiophene